C(C1=CC=CC=C1)OC1=CC(=C(C=C1)NC(=O)C1=C(C=NN1[C@@H]1CC[C@@H](CC1)NC(CC(C)C)=O)Cl)C N-(4-(benzyloxy)-2-methylphenyl)-4-chloro-1-(cis-4-(3-methylbutanamido)cyclohexyl)-1H-pyrazole-5-carboxamide